2-(2-ethoxypyridin-3-yl)-1'-[2-propoxy-3-(trifluoromethyl)pyridin-4-yl]-7-pyrrolidin-3-ylspiro[6H-1,7-naphthyridine-5,4'-piperidine]-8-one C(C)OC1=NC=CC=C1C1=NC=2C(N(CC3(CCN(CC3)C3=C(C(=NC=C3)OCCC)C(F)(F)F)C2C=C1)C1CNCC1)=O